[N+](=O)([O-])C1=CC2=CN(N=C2C=C1C(=O)OC)C1CCC(CC1)N1CCNCC1 methyl 5-nitro-2-((1r,4r)-4-(piperazin-1-yl)cyclohexyl)-2H-indazole-6-carboxylate